NC=1C=C2C(=CC(OC2=CC1N)=O)C 6,7-diamino-4-methylcoumarin